N=1N(N=C2C1C1=CC=CC=C1C=C2)C=2C=CC(=C(C2)S(=O)(=O)[O-])\C=C\C2=CC=CC=C2.[Na+].ClC2=NC=C(C(=N2)C2=C(N=C(S2)C2COC2)C)F 5-(2-chloro-5-fluoro-pyrimidin-4-yl)-4-methyl-2-(oxetan-3-yl)thiazole sodium 5-(2H-naphtho[1,2-d][1,2,3]triazol-2-yl)-2-[(E)-2-phenylvinyl]benzenesulfonate